NC1=C2C(=NC=N1)N(N=C2C2=NOC(=C2C2=NC=C(C=N2)C2CC1(CN(C1)C(=O)OCC=O)C2)C2CC2)C(C)(C)C 2-oxoethyl 6-[2-[3-(4-amino-1-tert-butyl-pyrazolo[3,4-d]pyrimidin-3-yl)-5-cyclopropyl-isoxazol-4-yl]pyrimidin-5-yl]-2-azaspiro[3.3]heptane-2-carboxylate